ClC=1N=C(SC1C(=O)C1=NC(=NO1)C1CCCC1)NC1=CC=C(C=C1)F [4-chloro-2-(4-fluoroanilino)-1,3-thiazol-5-yl](3-cyclopentyl-1,2,4-oxadiazol-5-yl)methanone